C(OOOC(C)(C)CC)(OCCCC)=O t-pentylperoxy n-butyl monocarbonate